(R)-2-(3-((6-bromo-5-cyclopropyl-1,2,4-triazin-3-yl)amino)piperidin-1-yl)ethan-1-ol BrC1=C(N=C(N=N1)N[C@H]1CN(CCC1)CCO)C1CC1